CN1C=C(C=CC1=O)C#N 1-methyl-6-oxo-pyridine-3-carbonitrile